1,2-Dichlorobenzyl bromide ClC1(CBr)C(C=CC=C1)Cl